CC1=C(C(=O)N)C=CC(=C1)C(F)(F)F methyl-4-(trifluoromethyl)benzamide